CN(C=CC(=O)C1=C(N=C(S1)NC)C)C 3-(dimethylamino)-1-(4-methyl-2-(methylamino)thiazol-5-yl)prop-2-en-1-one